(2-methoxyquinolin-3-yl)pyridazin-4-amine COC1=NC2=CC=CC=C2C=C1C=1N=NC=CC1N